O.[Na].[O] oxygen monosodium salt hydrate